ethylpropionic acid C(C)C(C(=O)O)C